O=C1C2CCC(CN1)N2 2-oxo-3,8-diazabicyclo[3.2.1]octane